C(C)(C)(C)OC(=O)N1CC(C1)=CC1=CC(=C2C=NN(C2=C1)C)C1=C(C=C(C=C1)F)C(=O)OCC.ClC=1C=C(C=C(C1)Cl)C(C)C1=CC(=CC(=C1)Cl)Cl 1,1-bis(3,5-dichlorophenyl)ethane Tert-butyl-3-({4-[2-(ethoxycarbonyl)-4-fluorophenyl]-1-methyl-1H-indazol-6-yl}methylene)azetidine-1-carboxylate